O=S1(CCC(CC1)NC1=C2C=C(N(C2=CC=C1)CC(F)(F)F)C#CCNC1=C(C=C(C=C1)S(=O)(=O)NC1=NOC(=C1)C)OC)=O 4-[(3-{4-[(1,1-dioxo-1λ6-thian-4-yl)amino]-1-(2,2,2-trifluoroethyl)-1H-indol-2-yl}prop-2-yn-1-yl)amino]-3-methoxy-N-(5-methyl-1,2-oxazol-3-yl)benzene-1-sulfonamide